3-[1-(benzenesulfonyl)-6-[2,2-dideuterio-1-(trideuteriomethyl)vinyl]-5-(4-fluorophenyl)pyrrolo[2,3-f]indazol-7-yl]propanoic acid C1(=CC=CC=C1)S(=O)(=O)N1N=CC2=CC3=C(C=C12)C(=C(N3C3=CC=C(C=C3)F)C(=C([2H])[2H])C([2H])([2H])[2H])CCC(=O)O